CO[C@@H]1CN(CC1)C1=CC(=NC(=N1)C1=CC=CC=C1)C(=O)N[C@H](C(=O)N1CCN(CC1)C(=O)O)CP(=O)(O)O 4-((R)-2-{[6-((S)-3-methoxy-pyrrolidin-1-yl)-2-phenyl-pyrimidine-4-carbonyl]-amino}-3-phosphono-propionyl)-piperazine-1-carboxylic acid